ClC1=C(C(=O)C2=CNC3=NC=C4C(=C32)NC(=N4)C4CCC(CC4)C#N)C=CC(=C1)OC1=CC=CC=C1 4-(8-(2-chloro-4-phenoxybenzoyl)-1,6-dihydroimidazo[4,5-d]Pyrrolo[2,3-b]Pyridin-2-yl)cyclohexane-1-Nitrile